N-[(6-Amino-2-pyridyl)sulfonyl]-6-[6-(2,2-dimethylpropoxy)pyrazin-2-yl]-2-(2,2,4-trimethylpyrrolidin-1-yl)pyridin-3-carboxamid NC1=CC=CC(=N1)S(=O)(=O)NC(=O)C=1C(=NC(=CC1)C1=NC(=CN=C1)OCC(C)(C)C)N1C(CC(C1)C)(C)C